5-((1-((cyclopentylmethyl)sulfonyl)piperidin-4-yl)methoxy)-2-(isoindolin-2-ylmethyl)-4H-pyran-4-one C1(CCCC1)CS(=O)(=O)N1CCC(CC1)COC=1C(C=C(OC1)CN1CC2=CC=CC=C2C1)=O